6-cyclopropyl-8-fluoro-2-(2-hydroxymethyl-3-{1-methyl-5-[5-(4-methyl-piperazin-1-yl)-piperidin-2-ylamino]-6-oxo-1,6-dihydro-pyridin-3-yl}-phenyl)-2H-isoquinolin-1-one C1(CC1)C=1C=C2C=CN(C(C2=C(C1)F)=O)C1=C(C(=CC=C1)C1=CN(C(C(=C1)NC1NCC(CC1)N1CCN(CC1)C)=O)C)CO